(R)-(+)-3,4-dihydroxyphenyllactic Acid OC=1C=C(C=CC1O)[C@](C(=O)O)(O)C